1-(1-(2,3-dihydrobenzofuran-6-yl)ethyl)-4-(4-(methylsulfinyl)phenyl)piperazine O1CCC2=C1C=C(C=C2)C(C)N2CCN(CC2)C2=CC=C(C=C2)S(=O)C